4-[(triisopropylsilyl)-ethynyl]Benzylamine C(C)(C)[Si](C(C)C)(C(C)C)C#CC1=CC=C(CN)C=C1